7-((6-(4-((tert-butoxycarbonyl)amino)piperidin-1-yl)-2-(4-cyano-3-fluorophenyl)-3-(3-hydroxy-4-methoxyphenyl)pyridin-4-yl)oxy)heptanoic acid methyl ester COC(CCCCCCOC1=C(C(=NC(=C1)N1CCC(CC1)NC(=O)OC(C)(C)C)C1=CC(=C(C=C1)C#N)F)C1=CC(=C(C=C1)OC)O)=O